gamma-(glycidoxy)propyltrimethoxysilane C(C1CO1)OCCC[Si](OC)(OC)OC